cis-3-(difluoromethyl)-1-(6-(2-methyl-2H-pyrazolo[3,4-b]pyridin-5-yl)thieno[2,3-b]pyridin-2-yl)cyclobutanol FC(C1CC(C1)(O)C1=CC=2C(=NC(=CC2)C2=CC=3C(N=C2)=NN(C3)C)S1)F